C1CC12CCN(CC2)C2=C(C(=O)NC1=CC=C3C=NN(C3=C1)CCC(F)(F)F)C=CC=C2 2-(6-azaspiro[2.5]octan-6-yl)-N-(1-(3,3,3-trifluoropropyl)-1H-indazol-6-yl)benzamide